C(C)(=O)NC1=NN(C(=N1)CC)CC1=CC=C(C=C1)C=C 3-acetamido-5-ethyl-1-(4-vinylbenzyl)-1H-1,2,4-triazole